[C@@H](C)(CC)OC1=CC=2N(C=C1C(=O)NC=1C(N(C=CC1)C1CC1)=O)C=C(N2)[C@@]21CO[C@@](CC2)(C1)C 7-((R)-sec-butoxy)-N-(1-cyclopropyl-2-oxo-1,2-dihydropyridin-3-yl)-2-((1S,4R)-1-methyl-2-oxabicyclo[2.2.1]heptan-4-yl)imidazo[1,2-a]pyridine-6-carboxamide